5-(8-chloro-3-isoquinolinyl)-N-ethyl-pyridine-2-carboxamide ClC=1C=CC=C2C=C(N=CC12)C=1C=CC(=NC1)C(=O)NCC